5-bromo-2-fluoro-4-(trifluoromethyl)benzoic acid methyl ester COC(C1=C(C=C(C(=C1)Br)C(F)(F)F)F)=O